propanoic acid 2-ethyl-butyl ester C(C)C(COC(CC)=O)CC